C(CCC)C(=O)CCCC butyl keton